5-bromo-3-((1-methyl-1H-pyrazol-4-yl)oxy)pyrazin-2-amine BrC=1N=C(C(=NC1)N)OC=1C=NN(C1)C